ClC=1C=C(C=CC1Cl)C1CCNCC1 4-(3,4-DICHLOROPHENYL)PIPERIDIN